(S)-5-chloro-10-(3,3-difluoropropyl)-4-fluoro-2-(((2R,7aS)-2-fluorotetrahydro-1H-pyrrolizin-7a(5H)-yl)methoxy)-9-methyl-9,10-dihydro-8H-7-oxa-1,3,6,10-tetraazacyclohepta[de]naphthalene ClC1=C(C=2N=C(N=C3C2C(=N1)OC[C@@H](N3CCC(F)F)C)OC[C@]31CCCN1C[C@@H](C3)F)F